CSC=C(C#N)C#N methylmercaptomethylenemalononitrile